(S)-2-(5,6-dichloroisoindolin-2-yl)-3-(octadecyloxy)propan-1-ol ClC=1C=C2CN(CC2=CC1Cl)[C@@H](CO)COCCCCCCCCCCCCCCCCCC